(2-(tert-Butyl)-6-methoxy-1H-benzo[d]imidazol-1-yl)(phenyl)methanone C(C)(C)(C)C1=NC2=C(N1C(=O)C1=CC=CC=C1)C=C(C=C2)OC